(1S,4S)-4-hydroxycyclohexane-1-carboxylic acid methyl ester COC(=O)C1CCC(CC1)O